C1(=CC=CC2=CC=CC=C12)N1C(C2=CC(=CC=C2CC1)C(=O)[O-])=O 2-(naphthalen-1-yl)-1-oxo-1,2,3,4-tetrahydroisoquinoline-7-carboxylate